dibutyl-4-hydroxytoluene C(CCC)C(C1=CC=C(C=C1)O)CCCC